2,4,6-tri-methylbenzenesulfonamide CC1=C(C(=CC(=C1)C)C)S(=O)(=O)N